6-(2,7-diazaspiro[4.4]nonan-2-yl)nicotinonitrile C1N(CCC12CNCC2)C2=NC=C(C#N)C=C2